2-iodomethyl-1,3-dioxolane ICC1OCCO1